N[C@H]1CN(CC1)C1=C(C=C(C=C1)NC1=NC=2N(C(=C1)NC1CC1)N=CC2)CS(=O)(=O)C (R)-5-((4-(3-Aminopyrrolidin-1-yl)-3-((methylsulfonyl)methyl)phenyl)amino)-7-(cyclopropylamino)pyrazolo[1,5-a]pyrimidin